4-methoxymandelic acid 4-ethoxyphenylpropanoate C(C)OC1=CC=C(C=C1)OC(CC)=O.COC1=CC=C(C(C(=O)O)O)C=C1